N[C@H](C#N)CNC[C@H]1C(NCC1)=O (S)-2-amino-3-((S)-2-oxo-3-pyrrolidinyl)methylaminopropionitrile